methyl 2-formyl-1H-indole-5-carboxylate C(=O)C=1NC2=CC=C(C=C2C1)C(=O)OC